FC1(CC2(C1)C[C@H](N(CC2)CC2=C1C=CNC1=C(C=C2OC)C)C2=CC=C(C(=O)NC1(COC1)C(F)(F)F)C=C2)F (S)-4-(2,2-difluoro-7-((5-methoxy-7-methyl-1H-indol-4-yl)methyl)-7-azaspiro[3.5]nonan-6-yl)-N-(3-(trifluoromethyl)oxetan-3-yl)benzamide